ClC1=C(C(=CC=C1)Cl)COC=1C(=C2CCC(C2=CC1)=O)C 5-[(2,6-dichlorophenyl)methoxy]-4-methyl-indan-1-one